5-[4-(azetidin-1-yl)-3-(methylsulfonylmethyl)anilino]-7-(cyclopropylamino)pyrazolo[1,5-a]pyrimidine-3-carbonitrile N1(CCC1)C1=C(C=C(NC2=NC=3N(C(=C2)NC2CC2)N=CC3C#N)C=C1)CS(=O)(=O)C